(R)-5-((1-(3-oxo-3-(4-(5-(trifluoromethyl)pyrimidin-2-yl)piperazin-1-yl)propoxy)propan-2-yl)amino)-4-(trifluoromethyl)pyridazin-3(2H)-one O=C(CCOC[C@@H](C)NC1=C(C(NN=C1)=O)C(F)(F)F)N1CCN(CC1)C1=NC=C(C=N1)C(F)(F)F